3-pentyldecyl 6-hydroxy-7-((5-hydroxypentyl)(7-oxo-7-((3-pentyldecyl)oxy)-heptyl)amino)heptanoate OC(CCCCC(=O)OCCC(CCCCCCC)CCCCC)CN(CCCCCCC(OCCC(CCCCCCC)CCCCC)=O)CCCCCO